ethyl 4-(3-chloro-4-(4-methylpentanoyloxy)phenyl)-6-methyl-2-thioxo-1,2,3,4-tetrahydropyrimidine-5-carboxylate ClC=1C=C(C=CC1OC(CCC(C)C)=O)C1NC(NC(=C1C(=O)OCC)C)=S